N1C=C(C2=CC=CC=C12)CC(=O)N[C@@H](CC(=O)O)C(=O)O N-[1H-INDOL-3-YL-ACETYL]ASPARTIC ACID